4-{[9-chloro-7-(5-fluoroindol-1-yl)-3,5-dihydro-2H-1,4-benzoxazepin-4-yl]methyl}-6-methoxy-1H-pyridin-2-one ClC1=CC(=CC=2CN(CCOC21)CC2=CC(NC(=C2)OC)=O)N2C=CC1=CC(=CC=C21)F